C(CCCCC)OC(=O)[C@H](C)NP(=O)(N[C@@H](C)C(=O)OCCCCCC)OC[C@@]1([C@H]([C@H]([C@@H](O1)N1C(=O)N=C(N)C=C1)O)F)C=C 3'-Desoxy-3'-fluoro-4'-vinylcytidin-5'-{N,N'-bis[(S)-1-(hexoxycarbonyl)ethyl] phosphordiamidat}